C[C@H]1N([C@@H](CC[C@H]1C)C1=CC=CC=C1)C(C(=O)NC=1C=C(C=NC1)C(=O)N)=O |r| rac-5-[[2-[(2R,3R,6S)-2,3-dimethyl-6-phenyl-1-piperidyl]-2-oxo-acetyl]amino]pyridine-3-carboxamide